N[C@@H](CCCNC(N)=N)C(=O)[O-].C(C1=CN=CC=C1)(=O)[O-].C(C1=CN=CC=C1)(=O)[O-].[Cr+3] chromium dinicotinate arginate